FC1=C(C=CC(=C1)C(F)(F)F)C1(CC2(CC(C2)NC(OC(C)(C)C)=O)C1)O tert-butyl (6-(2-fluoro-4-(trifluoromethyl)phenyl)-6-hydroxyspiro[3.3]heptan-2-yl)carbamate